tert-butyl 5-(2-ethoxy-2-oxo-acetyl)-3,3-difluoro-4-pyrrolidin-1-yl-2,6-dihydropyridine-1-carboxylate C(C)OC(C(=O)C1=C(C(CN(C1)C(=O)OC(C)(C)C)(F)F)N1CCCC1)=O